NC1=CC2=C(N(C(O2)=O)C(C)C)C=C1 6-amino-3-isopropylbenzo[d]oxazol-2(3H)-one